N-acetyl-S-((3-fluorobenzyl)thio)-L-cysteine C(C)(=O)N[C@@H](CSSCC1=CC(=CC=C1)F)C(=O)O